cyclohexyl 7-(2-aminobenzo[d]thiazol-6-yl)-3,4-dihydro-1,5-naphthyridine-1(2H)-carboxylate NC=1SC2=C(N1)C=CC(=C2)C2=CN=C1CCCN(C1=C2)C(=O)OC2CCCCC2